ClC1=C(C=CC=C1Cl)N1CCNCC1 4-(2,3-dichloro-phenyl)piperazine